C(C)(C)C1=C(C(=CC=C1)C(C)C)NC(=S)NC1=C(C=C(C=C1C)C)C N-(2,6-diisopropylphenyl)-N'-(2,4,6-trimethylphenyl)thiourea